6-(N-(5-fluoro-2-(4,4-difluoropiperidin-1-yl)pyridin-3-yl)aminosulfonyl)benzofuran-2-carboxylic acid ethyl ester C(C)OC(=O)C=1OC2=C(C1)C=CC(=C2)S(=O)(=O)NC=2C(=NC=C(C2)F)N2CCC(CC2)(F)F